2-(2-chloro-4,5-difluorophenyl)-N-[4-(4-fluoro-1H-pyrazol-1-yl)-3-sulfamoylphenyl]acetamide ClC1=C(C=C(C(=C1)F)F)CC(=O)NC1=CC(=C(C=C1)N1N=CC(=C1)F)S(N)(=O)=O